(R,6S)-N'-((3-fluoro-6-(2-methoxypyridin-4-yl)-2-methylphenyl)carbamoyl)-6-methoxy-6,7-dihydro-5H-pyrazolo[5,1-b][1,3]oxazine-3-sulfonimidamide FC=1C(=C(C(=CC1)C1=CC(=NC=C1)OC)NC(=O)N=[S@](=O)(N)C=1C=NN2C1OC[C@H](C2)OC)C